1,3,4-oxadiazolidin O1CNNC1